C(#N)[C@H]1N(CC(C1)(F)F)C(CC(=O)NC1=CC=CC2=CC=CC=C12)=O (S)-3-(2-cyano-4,4-difluoropyrrolidin-1-yl)-N-(naphthalen-1-yl)-3-oxopropanamide